The molecule is a 1-alkyl-sn-glycerol 3-phosphate(2-) obtained by deprotonation of the phosphate OH groups of 1-hexadecyl-sn-glycero-3-phosphate; major species at pH 7.3. It is a conjugate base of a 1-hexadecyl-sn-glycerol 3-phosphate. CCCCCCCCCCCCCCCCOC[C@H](COP(=O)([O-])[O-])O